(S)-5-(2-methoxy-5-(2H-tetrazol-5-yl)benzyl)-6-methyl-N4-(1-(methylthio)hept-3-yl)pyrimidine-2,4-diamine COC1=C(CC=2C(=NC(=NC2C)N)N[C@H](CCSC)CCCC)C=C(C=C1)C=1N=NNN1